CC1=CC(=NO1)C1[C@H]2CN(C[C@@H]12)C(=O)OC(C)(C)C tert-butyl (1r,5s,6r)-6-(5-methyl-1,2-oxazol-3-yl)-3-azabicyclo[3.1.0]hexane-3-carboxylate